3,4,5-tris(octadecyloxy)benzyl chloride C(CCCCCCCCCCCCCCCCC)OC=1C=C(CCl)C=C(C1OCCCCCCCCCCCCCCCCCC)OCCCCCCCCCCCCCCCCCC